CS(=O)(=O)C=CC=CC=C 1-(methylsulfonyl)hexa-1,3,5-triene